methyl (1R,5S,6r)-3-(5-(6-chloro-5-fluoro-2',7-dimethyl-1H,2'H-[3,4'-biindazol]-1-yl)pyridin-2-yl)-3-azabicyclo[3.1.0]hexane-6-carboxylate ClC1=C(C=C2C(=NN(C2=C1C)C=1C=CC(=NC1)N1C[C@H]2C([C@H]2C1)C(=O)OC)C=1C2=CN(N=C2C=CC1)C)F